cyclobutyl-[(2S)-4-[[5-(difluoromethyl)-3-[[5-[(1S)-1-hydroxyethyl]-1,3,4-oxadiazol-2-yl]amino]-2-methyl-phenyl]methyl]-2-methyl-piperazin-1-yl]methanone C1(CCC1)C(=O)N1[C@H](CN(CC1)CC1=C(C(=CC(=C1)C(F)F)NC=1OC(=NN1)[C@H](C)O)C)C